[N+](=O)([O-])C1=C(C=CC=C1)S(=O)(=O)NCCC(C)NC(OC(C)(C)C)=O tert-butyl (4-((2-nitrophenyl)sulfonamido)butan-2-yl)carbamate